N-(3-(3-hexoxy)propyl)-3-morpholinopropan-1-amine CCC(CCC)OCCCNCCCN1CCOCC1